6-(5,6-difluoro-3-pyridinyl)-2-[(4-fluorophenoxy)methyl]imidazo[1,2-a]pyrimidine FC=1C=C(C=NC1F)C=1C=NC=2N(C1)C=C(N2)COC2=CC=C(C=C2)F